methyl 2-(1-(4-(N,N-bis(4-methoxybenzyl) sulfamoyl)-3-fluorobenzyl)-5-(3-bromophenyl)-2-(cyclopropylmethyl)-1H-pyrrol-3-yl)-5-methyloxazole-4-carboxylate COC1=CC=C(CN(S(=O)(=O)C2=C(C=C(CN3C(=C(C=C3C3=CC(=CC=C3)Br)C=3OC(=C(N3)C(=O)OC)C)CC3CC3)C=C2)F)CC2=CC=C(C=C2)OC)C=C1